2-Aminoethyl N-[[2-(2,6-dioxo-3-piperidyl)-1-oxo-isoindolin-5-yl]methyl]carbamate O=C1NC(CCC1N1C(C2=CC=C(C=C2C1)CNC(OCCN)=O)=O)=O